N-benzyl-isopropyl-amine C(C1=CC=CC=C1)NC(C)C